3-(amino)cyclohexanecarboxylic acid NC1CC(CCC1)C(=O)O